O(C1=CC=C(C=C1)OC1=CC=2C(OC(C2C(C1=O)=O)=O)=O)C1=CC=C(C=C1)OC1=CC=2C(OC(C2C(C1=O)=O)=O)=O 5,5'-(oxybis(4,1-phenylene))bis(oxy)bis(isobenzofuran-1,3-dionedione)